ethyl (S)-2-((tert-butyldimethylsilyl)oxy)-3-(2-((2-(3-(methylsulfonyl)phenyl)pyrimidin-4-yl)methoxy)phenyl)propanoate [Si](C)(C)(C(C)(C)C)O[C@H](C(=O)OCC)CC1=C(C=CC=C1)OCC1=NC(=NC=C1)C1=CC(=CC=C1)S(=O)(=O)C